O[C@@H](C(=O)OCC1=CC=CC=C1)CC1=CC=C(C=C1)NC(=O)OC benzyl (R)-2-hydroxy-3-(4-((methoxycarbonyl)amino)phenyl)propanoate